(3R,3aR)-7-[4-[4-[3-azabicyclo[3.1.0]hexan-6-yl(difluoro)methyl]-6-chloro-2-pyridyl]piperazin-1-yl]sulfonyl-3-(hydroxymethyl)-3a,4-dihydro-3H-oxazolo[4,3-c][1,4]benzoxazin-1-one C12CNCC2C1C(C1=CC(=NC(=C1)Cl)N1CCN(CC1)S(=O)(=O)C1=CC2=C(N3[C@H](CO2)[C@@H](OC3=O)CO)C=C1)(F)F